S1C=C(C=C1)CCN 2-(thiophene-3-yl)ethane-1-amine